1,2-di-tert-butyl 3-methyl 6-methyl-3,6-dihydropyridazine-1,2,3-tricarboxylate CC1C=CC(N(N1C(=O)OC(C)(C)C)C(=O)OC(C)(C)C)C(=O)OC